OC1=CC(CC(C1)C1COCC1)=O 3-hydroxy-5-(tetrahydrofuran-3-yl)cyclohex-2-en-1-one